(5-(5-chloro-2-methoxypyridin-4-yl)-1H-pyrazole-3-carbonyl)-N-(4-hydroxy-4-(trifluoromethyl)cyclohexyl)piperidine-4-carboxamide ClC=1C(=CC(=NC1)OC)C1=CC(=NN1)C(=O)N1CCC(CC1)C(=O)NC1CCC(CC1)(C(F)(F)F)O